C(CCC)[Si](C)(Cl)CCCC dibutylchloro(methyl)silane